6-(3-amino-6-(4-((1S,5R)-3-isopropyl-3-azabicyclo[3.1.0]hexan-1-yl)phenyl)pyrazin-2-yl)-7-fluoro-3,4-dihydroisoquinolin-1(2H)-one NC=1C(=NC(=CN1)C1=CC=C(C=C1)[C@]12CN(C[C@@H]2C1)C(C)C)C=1C=C2CCNC(C2=CC1F)=O